FC=1C(=NC=C(C1)F)OCC1=NC=CC(=N1)O[C@@H]1C[C@@H](NCC1)C 2-[(3,5-difluoro-2-pyridinyl)oxymethyl]-4-[[(2S,4S)-2-methyl-4-piperidinyl]oxy]pyrimidine